NC=1C=CC2=C(N=C(O2)C2=C3C=C(N=CC3=C(N=C2)NC)NC2=CC=CC(=N2)OCCCC(=O)OC)C1 methyl 4-[[6-[[5-(5-amino-1,3-benzoxazol-2-yl)-8-(methylamino)-2,7-naphthyridin-3-yl]amino]-2-pyridyl]oxy]butanoate